3-methoxy-5-methylphenyl formate C(=O)OC1=CC(=CC(=C1)C)OC